FC(C=1C=CC=2N(C1)C(=NN2)C(=O)OCC)(F)F ethyl 6-(trifluoromethyl)-[1,2,4]triazolo[4,3-a]pyridine-3-carboxylate